(2RS)-2-(6-bromo-7-fluoro-indazol-2-yl)-2-phenyl-acetic acid BrC=1C=CC2=CN(N=C2C1F)[C@@H](C(=O)O)C1=CC=CC=C1 |r|